C(C1=CC=CC=C1)OC(=O)N1CCC(CC1)CN1[C@H](CN(C[C@@H]1C)C(=O)OC(C)(C)C)C tert-butyl (3s,5s)-4-((1-((benzyloxy) carbonyl) piperidin-4-yl) methyl)-3,5-dimethylpiperazine-1-carboxylate